C(C)(C)(C)OC(=O)N1CC2=CC=C(C(=C2CC1)F)C=O 5-fluoro-6-formyl-3,4-dihydro-1H-isoquinoline-2-carboxylic acid tert-butyl ester